N-[(1R,3s,5S)-1,5-Dimethyl-8-azabicyclo[3.2.1]octan-3-yl]-6-(8-fluoro-2-methylimidazo[1,2-a]pyridin-6-yl)-N-methyl[1,3]thiazolo[4,5-c]pyridin-2-amin-Hydrochlorid Cl.C[C@]12CC(C[C@](CC1)(N2)C)N(C=2SC1=C(C=NC(=C1)C=1C=C(C=3N(C1)C=C(N3)C)F)N2)C